2-((((3-(dimethylamino)propoxy)carbonyl)oxy)methyl)propane-1,3-diylbis(2-heptylundecanoate) CN(CCCOC(=O)OCC(CC(C(=O)[O-])(CCCCCCCCC)CCCCCCC)CC(C(=O)[O-])(CCCCCCCCC)CCCCCCC)C